ClC=1C(C(=C(CC1)C(=O)OCC)C)=CN(C)C ethyl 4-chloro-3-((dimethylamino) methylene)-2-methylcyclohexa-1,4-diene-1-carboxylate